2-((3-(5-chloro-2-methylphenyl)-5-(piperidin-1-yl)pentyl)(methyl)amino)-2-(4-fluoro-3-methyl-2-((1r,4r)-4-(trifluoromethoxy)cyclohexyl)phenyl)acetic acid ClC=1C=CC(=C(C1)C(CCN(C(C(=O)O)C1=C(C(=C(C=C1)F)C)C1CCC(CC1)OC(F)(F)F)C)CCN1CCCCC1)C